ClC1=CC(=C(C=C1)[C@@]1(OC2=C(O1)C=CC=C2C2CCN(CC2)CC=2N(C(=C(N2)C)CC(C(=O)OCC)F)C[C@H]2OCC2)C)F ethyl 3-(2-((4-((S)-2-(4-chloro-2-fluorophenyl)-2-methylbenzo[d][1,3]dioxol-4-yl)piperidin-1-yl)methyl)-4-methyl-1-(((S)-oxetan-2-yl)methyl)-1H-imidazol-5-yl)-2-fluoropropanoate